CCCC(CCCC)=O 4-octanone